C1(=CC=CC2=CC=CC=C12)C1(CC=CC=C1)C(C)=O 1'-naphthylacetophenone